CN1N=C(C(=C1C)C1=CC=C(C[N+]2=NOC(=C2)[NH-])C=C1)C (3-(4-(1,3,5-trimethyl-1H-pyrazol-4-yl)benzyl)-1,2,3-oxadiazol-3-ium-5-yl)amide